[Cl-].[Cl-].[NH3+][C@H](C(=O)N1[C@@H](CCC1)C(=O)N[C@@H](CC1=[NH+]C=CC=C1)C1=CC=CC=C1)CC1=CC=C(C=C1)O 2-[(2S)-2-{[(2S)-1-[(2S)-2-azaniumyl-3-(4-hydroxyphenyl)propanoyl]pyrrolidin-2-yl]formamido}-2-phenylethyl]pyridin-1-ium dichloride